(2R,4S)-4-hydroxy-2-methylpiperidine-1-carboxylic acid tert-butyl ester C(C)(C)(C)OC(=O)N1[C@@H](C[C@H](CC1)O)C